2,6-di-t-butyl-4-bromomethylphenol C(C)(C)(C)C1=C(C(=CC(=C1)CBr)C(C)(C)C)O